(S)-4,11-diethyl-4-hydroxy-3,14-dioxo-3,4,12,14-tetrahydro-1H-pyrano[3',4':6,7]indolizino[1,2-b]quinolin-9-yl N-benzhydryl-P-methylphosphonamidate C(C1=CC=CC=C1)(C1=CC=CC=C1)NP(OC1=CC=2C(=C3C(=NC2C=C1)C1=CC2=C(C(N1C3)=O)COC([C@]2(O)CC)=O)CC)(=O)C